The molecule is a 2-acetamido-2-deoxy-3-O-(4-deoxy-alpha-L-threo-hex-4-enopyranosyluronate)-6-O-sulfonato-D-galactopyranose(2-) in which the galactose moiety has beta-configuration at the anomeric centre. It is a conjugate base of a 4-deoxy-Delta(4)-beta-D-GlcpA-(1->3)-beta-D-GalpNAc6S. CC(=O)N[C@@H]1[C@H]([C@H]([C@H](O[C@H]1O)COS(=O)(=O)[O-])O)O[C@H]2[C@@H]([C@H](C=C(O2)C(=O)[O-])O)O